tert-butyl 3-((1-(2-(4-bromo-6-chloro-1-(tetrahydro-2H-pyran-2-yl)-1H-indazol-5-yl)ethyl)-1H-1,2,4-triazol-3-yl)methyl)piperidine-1-carboxylate BrC1=C2C=NN(C2=CC(=C1CCN1N=C(N=C1)CC1CN(CCC1)C(=O)OC(C)(C)C)Cl)C1OCCCC1